CC1=CC=C(C=C1)S(=O)(=O)O.CC1N(CCCC1)C(C=C)=O 2-methylpiperidin-1-ylProp-2-en-1-one p-toluenesulfonate